N=1NN=NC1CCC(=O)OC(CCCCCCC\C=C/CCCCCCCC)CCCCCCC\C=C/CCCCCCCC (9Z,26Z)-Pentatriaconta-9,26-dien-18-yl 3-(2H-tetrazol-5-yl)propanoate